ClC1=C(C(=CC=C1)F)N1C=CC2=C(C(=CC=C12)N1CCC2(CCCN2)CC1)CO (1-(2-chloro-6-fluorophenyl)-5-(1,8-diazaspiro[4.5]decan-8-yl)-1H-indol-4-yl)methanol